7-bromo-8-methoxy-4H,5H-pyrazolo[1,5-a]Quinazolin-5-one BrC=1C=C2C(NC=3N(C2=CC1OC)N=CC3)=O